ls-3,3',5,5'-tetramethylbenzidine CC=1C=C(C=C(C1N)C)C1=CC(=C(N)C(=C1)C)C